C(C)(C)(C)OC(=O)N(CCCNCCNC1=NC2=C(C3=CN=CC=C13)C=CC(=C2)C(=O)O)CC2=CC(=C(C=C2)C2=CC=CC=C2)Cl 5-((2-((3-((tert-Butoxycarbonyl)((2-chloro-[1,1'-biphenyl]-4-yl)methyl)amino)propyl)amino)ethyl)amino)benzo[c][2,6]naphthyridine-8-carboxylic acid